Cl.N[C@@H](CCCCN)C(=O)O L-Lysine hydrochloride